ClC1=NC=CC(=C1F)C=1C(=NN(N1)C1CC1)C(C)N(C(OC(C)(C)C)=O)C tert-butyl (1-(5-(2-chloro-3-fluoropyridin-4-yl)-2-cyclopropyl-2H-1,2,3-triazol-4-yl)ethyl)(methyl)carbamate